C(#N)C(CCC(=O)O)(C)SC(=S)SCCCCCCCCCCCC 4-cyano-4-[(dodecylsulfanylthiocarbonyl)thio]pentanoic acid